BrC1=C(C=CC(=C1)[N+](=O)[O-])Cl 2-bromo-1-chloro-4-nitrobenzene